C(C)(=O)C1=C(C=C(C=C1)Cl)C1=CC(N(C=C1OC)C(C(=O)NC=1C=NC2=CC=NC=C2C1)CC1=CC=CC=C1)=O 2-(4-(2-acetyl-5-chlorophenyl)-5-methoxy-2-oxopyridin-1(2H)-yl)-N-(1,6-naphthyridin-3-yl)-3-phenylpropanamide